5-[(2R)-4-fluoro-6-hydroxy-2-({[(oxetan-3-yl)methyl]amino}methyl)-2,3-dihydro-1-benzofuran-5-yl]-1λ6,2,5-thiadiazolidine-1,3-dione FC1=C(C(=CC2=C1C[C@@H](O2)CNCC2COC2)O)N2CC(N[SH2]2=O)=O